3-(benzyloxy)-7-methoxynaphthalene-2-carboxylic acid C(C1=CC=CC=C1)OC=1C(=CC2=CC(=CC=C2C1)OC)C(=O)O